COC1=C(C=C(C=C1)B1OC(C(O1)(C)C)(C)C)CO [2-methoxy-5-(4,4,5,5-tetramethyl-1,3,2-dioxaborolan-2-yl)phenyl]methanol